benzyl 2-methyl-3-oxotetrahydro-2H-pyran-2-carboxylate CC1(OCCCC1=O)C(=O)OCC1=CC=CC=C1